Cl.CC1=CC=2C=NC=C(C2O1)NC1CCNCC1 methyl-N-(piperidin-4-yl)furo[3,2-c]pyridin-7-amine hydrochloride